2-(4-(6-chloro-1-methyl-2,3-dioxo-2,3-dihydropyrido[2,3-b]pyrazin-4(1H)-yl)piperidin-1-yl)pyrimidine-5-carbonitrile ClC=1C=CC2=C(N(C(C(N2C)=O)=O)C2CCN(CC2)C2=NC=C(C=N2)C#N)N1